(1-(5-(5-amino-1,3,4-oxadiazol-2-yl)-4-cyclobutyl-2-ethylbenzoyl)-4-fluoropiperidin-4-yl)benzonitrile NC1=NN=C(O1)C=1C(=CC(=C(C(=O)N2CCC(CC2)(F)C2=C(C#N)C=CC=C2)C1)CC)C1CCC1